FC(C)(F)C1=CN=C2C(=N1)N(C(C(=C2)C2CCC(CC2)C2=C(C=CC=C2C)F)=O)CC2=NC=CC=C2C(F)(F)F 3-(1,1-difluoroethyl)-7-((1r,4r)-4-(2-fluoro-6-methylphenyl)cyclohexyl)-5-((3-(trifluoromethyl)pyridin-2-yl)methyl)pyrido[2,3-b]pyrazin-6(5H)-one